(S)-2-(amino(piperidin-4-yl)methyl)-4,5-dichlorophenol N[C@H](C1=C(C=C(C(=C1)Cl)Cl)O)C1CCNCC1